ClC1=CC2=C(C=N1)C=C(N2COCC[Si](C)(C)C)C2=CC(=NC=C2)N(CC(F)(F)F)C 4-(6-Chloro-1-((2-(trimethylsilyl)ethoxy)methyl)-1H-pyrrolo[3,2-c]pyridin-2-yl)-N-methyl-N-(2,2,2-trifluoroethyl)pyridin-2-amine